2-(6-(((1S,2S,3R,5R)-2-fluoro-1,5-dimethyl-9-azabicyclo[3.3.1]nonan-3-yl)oxy)-1,2,4-triazin-3-yl)-5-(1H-imidazol-1-yl)phenol F[C@H]1[C@@]2(CCC[C@](C[C@H]1OC1=CN=C(N=N1)C1=C(C=C(C=C1)N1C=NC=C1)O)(N2)C)C